N(=[N+]=[N-])C1=C(N(C=C1C#N)C1=CC(=CC=C1)Cl)C(=O)Cl 3-azido-4-cyano-1-(3-chlorophenyl)-1H-pyrrole-2-carbonyl chloride